(S)-2-(2-chloro-4-(2-((4-chloro-2-fluorobenzyl)oxy)pyrimidin-4-yl)-5-methylbenzyl)-1-(4,4-dimethyltetrahydrofuran-3-yl)-4-fluoro-1H-benzo[d]imidazole-6-carboxylic acid ClC1=C(CC2=NC3=C(N2[C@@H]2COCC2(C)C)C=C(C=C3F)C(=O)O)C=C(C(=C1)C1=NC(=NC=C1)OCC1=C(C=C(C=C1)Cl)F)C